phenyl(pyrenyl)indoloCarbazole C1(=CC=CC=C1)C=1C(=C2C(=CC1)N=C1C=CC3=C4C=CC=CC4=NC3=C12)C1=CC=C2C=CC3=CC=CC4=CC=C1C2=C34